(5-Chloro-1-methyl-1H-indol-2-yl)(4-(5-(pyridin-3-yl)-1,3,4-oxadiazole-2-carbonyl)piperidin-1-yl)methanone ClC=1C=C2C=C(N(C2=CC1)C)C(=O)N1CCC(CC1)C(=O)C=1OC(=NN1)C=1C=NC=CC1